ClC1=CC=C(C=N1)NC1=NC=CC2=CC(=CC=C12)OC1CCN(CC1)C(C)=O 1-(4-((1-((6-chloropyridin-3-yl)amino)isoquinolin-6-yl)oxy)piperidin-1-yl)ethan-1-one